NCC1N(CCC2=C1C(=NN2C2=CC=C(C=C2)C(C)C)OC(C(=O)O)C)C(=O)OC(C)(C)C (rac)-2-((4-(aminomethyl)-5-(tert-butoxycarbonyl)-1-(4-isopropylphenyl)-4,5,6,7-tetrahydro-1H-pyrazolo[4,3-c]pyridine-3-yl)oxy)propanoic acid